C(CCCCC)P(C1=CC=CC=C1)C1=CC=CC=C1 Hexyldiphenyl-phosphine